1,8-dimethoxy-4-octanone COCCCC(CCCCOC)=O